C1(CC1)C1=CC=C(C(N1C1=CC=C(C=C1)F)=O)C(=O)NC1=CC(=C(C=C1)OC1=CC=NC2=CC(=C(C=C12)OC)OC)F 6-cyclopropyl-N-[4-[(6,7-dimethoxy-4-quinolyl)oxy]-3-fluoro-phenyl]-1-(4-fluorophenyl)-2-oxo-pyridine-3-carboxamide